quinoxalinyl-pyrido[2,3-b]pyrazine N1=C(C=NC2=CC=CC=C12)C=1N=C2C(=NC1)N=CC=C2